12-chloro-18,20-difluoro-13-hydroxy-15,15-dioxo-8-oxa-3,15λ6-dithia-5,16-diazatetracyclo[15.3.1.110,14.02,6]docosa-1(20),2(6),4,10,12,14(22),17(21),18-octaen-9-one ClC=1C=C2C(OCC=3N=CSC3C3=C(C=C(C(NS(C(C1O)=C2)(=O)=O)=C3)F)F)=O